tert-butyl 4-((4-(2-methoxy-4-(2-methyl-1-oxo-1,2-dihydro-2,7-naphthyridin-4-yl)phenoxy)piperidin-1-yl)methyl)piperidine-1-carboxylate TFA salt OC(=O)C(F)(F)F.COC1=C(OC2CCN(CC2)CC2CCN(CC2)C(=O)OC(C)(C)C)C=CC(=C1)C1=CN(C(C2=CN=CC=C12)=O)C